ClC=1C2=C(C=NC1OC[C@@H](CO)N)CCC2 |r| 4-chloro-3-[rac-(2R)-2-amino-3-hydroxypropoxy]-6,7-dihydro-5H-cyclopenta[c]pyridin